CN1CC(C1)OCCOCCOCC1C(C1)C1CC(C1)O 3-(2-((2-(2-((1-methylazetidin-3-yl)oxy)ethoxy)ethoxy)methyl)cyclopropyl)cyclobutan-1-ol